C[Si]1(CCC1)C1=CC=C(C=C1)C 1-methyl-1-(p-tolyl)silacyclobutane